The molecule is a phosphosphingolipid that is sphingosylphosphocholine with the amino nitrogen converted into a 6-{[N-(7-nitrobenzo-2,1,3-oxadiazol-4-yl)amino]}hexananamido group. It has a role as a fluorescent probe. CCCCCCCCCCCCC/C=C/[C@H]([C@H](COP(=O)([O-])OCC[N+](C)(C)C)NC(=O)CCCCCNC1=CC=C(C2=NON=C12)[NH+](O)[O-])O